IC=1C(=CC(=C(C(=O)O)C1)C(F)(F)F)C 5-iodo-4-methyl-2-(trifluoromethyl)benzoic acid